1-(1-(2-aminothiazol-5-yl)-2-((2R,5R)-2,5-dimethylmorpholino)ethyl)-5,5-difluoropiperidin-2-one NC=1SC(=CN1)C(CN1C[C@H](OC[C@H]1C)C)N1C(CCC(C1)(F)F)=O